3-{4-[(2R,6S)-2,6-dimethylmorpholine-4-sulfonyl]phenyl}-1-(pyridin-3-ylmethyl)urea C[C@@H]1CN(C[C@@H](O1)C)S(=O)(=O)C1=CC=C(C=C1)NC(NCC=1C=NC=CC1)=O